methyl 2-(1-cyanoethyl)thiophene-3-carboxylate C(#N)C(C)C=1SC=CC1C(=O)OC